COC=1C=2N(C=C(N1)NC(=O)C=1N=CC(=NC1)N1CC3(CC3N(C(OC(C)(C)C)=O)C)C1)C=C(N2)C tert-butyl (5-(5-((8-methoxy-2-methylimidazo[1,2-a]pyrazin-6-yl)carbamoyl)pyrazin-2-yl)-5-azaspiro[2.3]hexan-1-yl)(methyl)carbamate